C1(=CC=CC=2C3=CC=CC=C3CC12)C=1SC=C(C1C(C1=CC=CC=C1)=O)C1=CC=CC=2C3=CC=CC=C3CC12 2,4-difluorenyl-3-benzoylthiophene